C(CCCCCCCCCCCCCCC)C(C(=O)O)CCCCCC.C(CCCCCCC)(=O)OCCCCCCCCCCCCCCC Pentadecyl octanoate (Hexadecyl Octanoate)